CC1=NC2=CC=CC(=C2C(N1C1C(NC(CC1)=O)=O)=O)NCC1=CC=C(C=C1)CN1CCN(CC1)C1=CC(=CC=C1)C(F)(F)F 3-(2-methyl-4-oxo-5-((4-((4-(3-(trifluoromethyl)phenyl)piperazin-1-yl)methyl)benzyl)amino)quinazolin-3(4H)-yl)piperidine-2,6-dione